C(C1=CC=CC=C1)N1C(=CC(=C1)C1=C(C=CC(=C1)F)F)[C@@H](C(C)(C)C)N(CCCNC([C@@H](NC(CCCC(=O)ON1C(CCC1=O)=O)=O)CC(=O)N)=O)C(CO)=O N1-{3-[{(1R)-1-[1-Benzyl-4-(2,5-difluorophenyl)-1H-pyrrol-2-yl]-2,2-dimethylpropyl}(glycoloyl)amino]propyl}-N2-{5-[(2,5-dioxopyrrolidin-1-yl)oxy]-5-oxopentanoyl}-L-aspartamide